NC1=NN2C(C=C(C=C2)C=2C=C(C(=NC2)C)C(=O)NCC2=C(C=CC=C2F)OCC2CC2)=N1 5-{2-amino-[1,2,4]triazolo-[1,5-a]pyridin-7-yl}-N-{[2-(cyclopropylmethoxy)-6-fluorophenyl]methyl}-2-methylpyridine-3-carboxamide